tert-butyl 2-(2-(4-(2-(((5s,8s)-4-hydroxy-3-mesityl-2-oxo-1-oxaspiro[4.5]dec-3-en-8-yl)oxy)ethyl)piperazin-1-yl)ethoxy)acetate OC1=C(C(OC12CCC(CC2)OCCN2CCN(CC2)CCOCC(=O)OC(C)(C)C)=O)C2=C(C=C(C=C2C)C)C